C(C)(C)(C)C=1C=C(C=C(C1O)C(C)(C)C)CCC(=O)N 3-(3,5-ditert-butyl-4-hydroxyphenyl)propionamide